tert-butyl 4-[4-([1-[5-chloro-4-([1-methyl-3-[(methylcarbamoyl)methoxy]-2-oxoquinolin-6-yl]amino)pyrimidin-2-yl]piperidin-3-yl]methoxy)phenyl]piperidine-1-carboxylate ClC=1C(=NC(=NC1)N1CC(CCC1)COC1=CC=C(C=C1)C1CCN(CC1)C(=O)OC(C)(C)C)NC=1C=C2C=C(C(N(C2=CC1)C)=O)OCC(NC)=O